C(C)NCC1=CC(=C(C=C1)C1=CN=C(C2=CN=NC=C21)NCC2=C(C=CC1=C2CCO1)F)C 8-(4-((ethylamino)methyl)-2-methylphenyl)-N-((5-fluoro-2,3-dihydrobenzofuran-4-yl)methyl)pyrido[3,4-d]pyridazin-5-amine